C(C1=CC=CC=C1)OC=1C=C(C=CC1OC)N1C(NC=2C=NC(=CC21)C2=CC(=C(C(=C2)OC)OC)OC)=O 1-[3-(benzyloxy)-4-methoxyphenyl]-6-(3,4,5-trimethoxyphenyl)-1,3-dihydro-2H-imidazo[4,5-c]pyridin-2-one